5-[2-(dimethylamino)phenyl]-1-methyl-7-nitro-1,3-dihydro-2H-1,4-benzodiazepin-2-one CN(C1=C(C=CC=C1)C1=NCC(N(C2=C1C=C(C=C2)[N+](=O)[O-])C)=O)C